COC=1C=C2C(=C(/C(/C2=CC1OC)=C/C1=CC(=C(C(=C1)OC)OC)OC)C)CC(=O)OCCN1CCOCC1 2-morpholinoethyl (Z)-2-(5,6-dimethoxy-2-methyl-1-(3,4,5-trimethoxybenzylidene)-1H-inden-3-yl)acetate